3-(1-(piperidin-4-ylmethyl)-1,2,3,4-tetrahydroquinolin-6-yl)piperidine-2,6-dione N1CCC(CC1)CN1CCCC2=CC(=CC=C12)C1C(NC(CC1)=O)=O